3-(((3-chloro-6,7-dihydrospiro[cyclopenta[d]pyrazolo[1,5-a]pyrimidine-5,1'-cyclopentan]-8-yl)amino)methyl)benzenesulfonamide ClC=1C=NN2C1N=C1C(=C2NCC=2C=C(C=CC2)S(=O)(=O)N)CCC12CCCC2